Phenol hydrochloride Cl.C1(=CC=CC=C1)O